ClC=1C=C(C(=O)N[C@@H]2CN[C@H](CC2)C=2OC(=NN2)OCCOC(F)(F)F)C=CC1 3-chloro-N-[(3S,6R)-6-{5-[2-(trifluoromethoxy)ethoxy]-1,3,4-oxadiazol-2-yl}piperidin-3-yl]benzamide